O=C1CC(N1)C=O 4-Oxoazetidine-2-carbaldehyde